COC=1C=C(COC=2C=C(C=CC2)B(O)O)C=C(C1)OC (3-((3,5-dimethoxybenzyl)oxy)phenyl)boronic acid